2-hydroxy-6-((4-(2-(hydroxymethyl)nicotinoyl)-thiomorpholin-3-yl)-methoxy)benzaldehyde OC1=C(C=O)C(=CC=C1)OCC1N(CCSC1)C(C1=C(N=CC=C1)CO)=O